N-((1r,4r)-1-methyl-4-((5-(pyrazolo[1,5-a]pyrimidin-5-yl)-7H-pyrrolo[2,3-d]pyrimidin-2-yl)amino)cyclohexyl)acetamide CC1(CCC(CC1)NC=1N=CC2=C(N1)NC=C2C2=NC=1N(C=C2)N=CC1)NC(C)=O